FC(C=1C=C(C2=C(OC(OC2=O)(C)C)C1)OCC1=CC(=CC=C1)OC)F 7-(difluoromethyl)-5-((3-methoxybenzyl)oxy)-2,2-dimethyl-4H-benzo[d][1,3]dioxin-4-one